CC(C(=O)O)=C(CCCC)C 2,3-dimethyl-heptenoic acid